C1(=CC=CC=C1)[C@@H](C)N1C=NC=C1C(=O)OC methyl (R)-1-(1-phenylethyl)-1H-imidazole-5-carboxylate